NC1=C(C=C(C=C1)C1=C(C=CC=C1)F)P(C)(C)=O (4-Amino-2'-fluoro-[1,1'-biphenyl]-3-yl)dimethylphosphine oxide